({3-Fluoro-4'-[(6S)-6-(2-methoxy-2-oxoethyl)-2,3,9-trimethyl-6H-thieno[3,2-f][1,2,4]triazolo[4,3-a][1,4]diazepin-4-yl][1,1'-biphenyl]-4-yl}oxy)acetic acid trifluoroacetate FC(C(=O)O)(F)F.FC=1C=C(C=CC1OCC(=O)O)C1=CC=C(C=C1)C1=N[C@H](C=2N(C3=C1C(=C(S3)C)C)C(=NN2)C)CC(=O)OC